((S)-1-cyano-2-[(3S)-2-oxo-3-piperidyl]ethyl)-2-azaspiro[4.5]decane-3-carboxamide C(#N)[C@@H](C[C@H]1C(NCCC1)=O)C1NC(CC12CCCCC2)C(=O)N